O1C(CCCC1)N1N=CC2=C(C(=CC=C12)C([2H])([2H])[2H])B1OC(C(O1)(C)C)(C)C 1-tetrahydropyran-2-yl-4-(4,4,5,5-tetramethyl-1,3,2-dioxaborolan-2-yl)-5-(trideuteriomethyl)indazole